(4S)-7,8-dichloro-N-cyclopropyl-6-(3-fluoro-2-pyridinyl)-4-methyl-4H-[1,2,4]triazolo[1,5-a][1,4]benzodiazepine-2-Carboxamide ClC1=C(C=CC2=C1C(=N[C@H](C=1N2N=C(N1)C(=O)NC1CC1)C)C1=NC=CC=C1F)Cl